ClC1=C(C=CC=C1Cl)N1CCN(CC1)CCCC1(CCNCC1)O 4-(3-(4-(2,3-Dichlorophenyl)piperazin-1-yl)propyl)-4-hydroxypiperidin